C(C1=CC=CC=C1)OC(=O)NCCCN(S(=O)(=O)NC(OC(C)(C)C)=O)C=1C=NN(C1)C Tert-butyl N-[3-(benzyloxycarbonylamino)propyl-(1-methylpyrazol-4-yl)sulfamoyl]carbamate